ALPHA-METHYLBENZYL BUTYRATE C(CCC)(=O)OC(C1=CC=CC=C1)C